(2R,4S)-benzyl 5-([1,1'-biphenyl]-4-yl)-4-amino-2-methylpentanoate C1(=CC=C(C=C1)C[C@H](C[C@H](C(=O)OCC1=CC=CC=C1)C)N)C1=CC=CC=C1